NC=1C=C(C(=C2CCC(C(C12)=O)CCCO)C)F 8-amino-6-fluoro-2-(3-hydroxypropyl)-5-methyl-3,4-dihydronaphthalen-1(2H)-one